methyl 3-(methylamino)propanoate CNCCC(=O)OC